Cl.NC/C(/CN1N=C2N(C=CC(=C2)C2=C(C=CC=C2)CN(C)C)C1=O)=C\F 2-[(2E)-2-(aminomethyl)-3-fluoroprop-2-en-1-yl]-7-[2-[(dimethylamino)methyl]phenyl][1,2,4]triazolo[4,3-a]pyridin-3(2H)-one hydrochloride